methacrylic acid 6-bicyclo[3.2.1]Octyl ester C12CCCC(C(C1)OC(C(=C)C)=O)C2